(difluoro(2-(((S)-1-oxo-1-((S)-2-((R)-2-phenylmorpholine-4-carbonyl)pyrrolidin-1-yl)butan-2-yl)carbamoyl)benzo[b]thiophen-5-yl)methyl)phosphonic acid FC(C1=CC2=C(SC(=C2)C(N[C@H](C(N2[C@@H](CCC2)C(=O)N2C[C@H](OCC2)C2=CC=CC=C2)=O)CC)=O)C=C1)(F)P(O)(O)=O